7-methoxy-2-(8-oxaspiro[2.5]oct-2-yl)-N-(2-pyridyl)imidazo[1,2-a]pyridine-6-carboxamide COC1=CC=2N(C=C1C(=O)NC1=NC=CC=C1)C=C(N2)C2CC21CCCCO1